N(NC(=S)N)=CC1=NC=CC=C1N 3-aminopyridine-2-carboxaldehyde thio semicarbazone